2-HYDROXY-5-THIAZOLECARBOXYLIC ACID OC=1SC(=CN1)C(=O)O